NC=1C=2N(C3=CC(=CC=C3N1)C(=O)N(CC1=NC=C(C=C1)C(F)(F)F)C=1C=NN(C1)C)C=NC2 4-amino-N-(1-methyl-1H-pyrazol-4-yl)-N-((5-(trifluoromethyl)pyridin-2-yl)methyl)imidazo[1,5-a]quinoxaline-8-carboxamide